C(C1=CC=CC=C1)N1C(N=C(C2=C1N=C(C=C2)C(F)(F)F)NC)=O 1-Benzyl-4-(methylamino)-7-(trifluoromethyl)pyrido[2,3-d]pyrimidin-2(1H)-one